C(CC(C)OC1=CC(=C(C(=O)OC)C=C1F)N)OC1=CC(=C(C(=O)OC)C=C1F)N dimethyl 4,4'-(butane-1,3-diylbis(oxy))bis(2-amino-5-fluorobenzoate)